ClC=1C=C2C=C(NC2=CC1OCC1CNC(O1)=O)C(=O)N[C@H](CO)C1=C(C(=O)O)C=CC=C1 [(1S)-1-({5-chloro-6-[(2-oxo-1,3-oxazolidin-5-yl)methoxy]-1H-indol-2-yl}formamido)-2-hydroxyethyl]benzoic acid